2-(octylthio)-ethanol C(CCCCCCC)SCCO